N-(4-Morpholinophenyl)-5-nitro-1H-indazole-3-carboxamide O1CCN(CC1)C1=CC=C(C=C1)NC(=O)C1=NNC2=CC=C(C=C12)[N+](=O)[O-]